C[Si](C)(C)N(CCC[Si](OCC)(OCC)C)[Si](C)(C)C 3-bis(trimethylsilyl)aminopropyl-methyldiethoxysilane